(E)-6-((1-methylcyclopropyl)amino)pyridazine-3-carboxamide CC1(CC1)NC1=CC=C(N=N1)C(=O)N